C1(=CC=C(C=C1)C(CSC=1OC(=NN1)COC1=C(C=CC=C1)C)=O)C1=CC=CC=C1 1-((1,1'-biphenyl)-4-yl)-2-((5-((o-tolyloxy)methyl)-1,3,4-oxadiazol-2-yl)thio)ethan-1-one